potassium vinyl-trifluoroborate C(=C)[B-](F)(F)F.[K+]